CN(CCCN(C(CCCCCCCCC(=O)OCC(CCCCCC)CCCC)CCCCCCCCC(=O)OCC(CCCCCC)CCCC)S(=O)(=O)CCCCCCCC)C bis(2-butyloctyl) 10-[3-(dimethylamino)propyl-octylsulfonyl-amino]nonadecanedioate